CS(=O)(=O)CCC1=NNC=C1C=O (2-methylsulfonylethyl)pyrazole-4-carbaldehyde